tert-butyl N-[3-[(5-benzyloxy-3-methyl-pyrazin-2-yl)carbamoyl]-4-chloro-phenyl]carbamate C(C1=CC=CC=C1)OC=1N=C(C(=NC1)NC(=O)C=1C=C(C=CC1Cl)NC(OC(C)(C)C)=O)C